NC(CCN(C([C@H](F)Cl)=O)NC(=O)[C@H](CC(C)(C)C)NC(=O)C1=NC2=C(N1)C=CC=C2)=O N-[(1S)-1-[[(3-amino-3-oxo-propyl)-[(2R)-2-chloro-2-fluoro-acetyl]amino]carbamoyl]-3,3-dimethyl-butyl]-1H-benzimidazole-2-carboxamide